S-tert-butyl chloromethanethioate ClC(SC(C)(C)C)=O